FC=1C=CC(=C2C(=CNC12)CCN(C(C)C)C)OC N-(2-(7-fluoro-4-methoxy-1H-indol-3-yl)ethyl)-N-methylpropan-2-amine